O1C(C1)COC=1C2=CC=CC=C2C(=C2CC=CCC12)OCC1OC1 9,10-bis(oxiran-2-ylmethoxy)-1,4-dihydroanthracene